(Fmoc)o-allyl-tyrosine zinc compound with oxygen [O].[Zn].C(=O)(OCC1C2=CC=CC=C2C2=CC=CC=C12)N[C@@H](CC1=C(C=C(C=C1)O)CC=C)C(=O)O